7-(1-(adamantan-1-ylmethyl)-5-methyl-1H-pyrazol-4-yl)-3-(6-(benzo[d]thiazol-2-ylamino)-5-methylpyridazin-3-yl)imidazo[1,2-a]pyridine-8-carboxylic acid C12(CC3CC(CC(C1)C3)C2)CN2N=CC(=C2C)C2=C(C=3N(C=C2)C(=CN3)C=3N=NC(=C(C3)C)NC=3SC2=C(N3)C=CC=C2)C(=O)O